C(C)S(=O)(=O)C=1C(=NC(=CC1)N1N=CN=C1)C1=NC2=C(N1C)C=CC(=C2)N=S(C(F)(F)F)=O [2-[3-Ethylsulfonyl-6-(1,2,4-triazol-1-yl)-2-pyridyl]-1-methylbenzimidazol-5-yl]iminooxo(trifluoromethyl)-λ6-sulfan